C1(CC1)C1=CN(C=2N=CN=C(C21)N2C[C@H](NCC2)C(F)(F)F)C2=CC(=CC(=C2)F)F (S)-5-cyclopropyl-7-(3,5-difluorophenyl)-4-(3-(trifluoromethyl)piperazin-1-yl)-7H-pyrrolo[2,3-d]pyrimidine